[6-(4-hydroxy-but-1-ynyl)-pyridin-2-yl]-methyl-carbamic acid tert-butyl ester C(C)(C)(C)OC(N(C)C1=NC(=CC=C1)C#CCCO)=O